5-(4-fluoro-1-isopropyl-2-methyl-1H-benzo[d]imidazol-6-yl)-7H-pyrrolo[2,3-d]pyrimidin-2-amine FC1=CC(=CC=2N(C(=NC21)C)C(C)C)C2=CNC=1N=C(N=CC12)N